FC(C=1C(=C(C=CC1)[C@@H](C)NC1=NC(=NC2=CC(=C(C=C12)OC)N1N=CC(=C1)F)C)F)F (R)-N-(1-(3-(difluoromethyl)-2-fluorophenyl)ethyl)-7-(4-fluoro-1H-pyrazol-1-yl)-6-methoxy-2-methyl-quinazolin-4-amine